[Au].[Pd].[Pt].[Ag] silver-platinum-palladium-gold